Bis(trimethylsilyl)amide C[Si](C)(C)[N-][Si](C)(C)C